Chlorocarbonylhydrido[4,5-bis-(di-cyclohexylphosphinomethyl)acridin] ClC(=O)C1=CC2=CC3=CC=CC(=C3N=C2C(=C1)CP(C1CCCCC1)C1CCCCC1)CP(C1CCCCC1)C1CCCCC1